C1(=CC=CC=C1)C(C)(C)N(C(OC1=NOC(C1)(C(F)(F)F)C1=CC(=CC(=C1)Cl)Cl)=O)C(C)C (5-(3,5-dichlorophenyl)-5-(trifluoromethyl)-4,5-dihydroisoxazol-3-yl) phenyl-diisopropylcarbamate